tert-Butyl 4-(4-(2,4-dioxotetrahydropyrimidin-1(2H)-yl)phenyl)piperidine-1-carboxylate O=C1N(CCC(N1)=O)C1=CC=C(C=C1)C1CCN(CC1)C(=O)OC(C)(C)C